5-(3-(difluoromethyl)imidazo[1,2-a]pyridin-6-yl)-N-((1-methylcyclopropyl)methyl)-7H-pyrrolo[2,3-d]pyrimidin-2-amine FC(C1=CN=C2N1C=C(C=C2)C2=CNC=1N=C(N=CC12)NCC1(CC1)C)F